N1=CC(=CC(=C1)[C@H](C)NS(=O)C(C)(C)C)C=1C=NC=CC1 N-[(1S)-1-([3,3'-bipyridin]-5-yl)ethyl]-2-methylpropane-2-sulfinamide